tert-butyl 7-(3-fluoro-5-nitro-2-pyridinyl)-2,7-diazaspiro[3.5]nonane-2-carboxylate FC=1C(=NC=C(C1)[N+](=O)[O-])N1CCC2(CN(C2)C(=O)OC(C)(C)C)CC1